2,3-bis(4-tert-butylphenyl)cycloprop-2-en-1-one C(C)(C)(C)C1=CC=C(C=C1)C=1C(C1C1=CC=C(C=C1)C(C)(C)C)=O